C(C)(C)(C)OC(N[C@@H]1CNC[C@H]1CC)=O (trans)-(4-ethyl-pyrrolidin-3-yl)carbamic acid tert-butyl ester